N-(2-pyridinylmethyl)-N'-(1H-imidazol-2-ylmethyl)-N'-(7-methoxy-1,2,3,4-tetrahydro-2-naphthalenyl)-1,4-benzenedimethanamine N1=C(C=CC=C1)CNCC1=CC=C(C=C1)CN(C1CC2=CC(=CC=C2CC1)OC)CC=1NC=CN1